FC(S(=O)(=O)O)(F)F.C(C)N1CC=CC=C1 N-ethylpyridine trifluoromethanesulfonate salt